4-(4-(tert-butyl)phenyl)adamantane-1,4-diamine C(C)(C)(C)C1=CC=C(C=C1)C1(C2CC3(CC(CC1C3)C2)N)N